C(#N)C=1NC2=CC=C(C(=C2C1)C)CN1CCC(CC1)C1=CN(C2=C1N=CN=C2)C2=C(C(=O)N(C)C(C)C)C=C(C=C2)F (7-(1-((2-cyano-4-methyl-1H-indol-5-yl)methyl)piperidin-4-yl)-5H-pyrrolo[3,2-d]pyrimidin-5-yl)-5-fluoro-N-isopropyl-N-methylbenzamide